C(C)(C)(C)N1N=C(C(=C1NC1=NC(=CC=C1)C(F)(F)F)C#N)C1=CC(=C(C=C1)[N+](=O)[O-])OCC(C)C 1-tert-butyl-3-[3-(2-methylpropoxy)-4-nitrophenyl]-5-{[6-(trifluoromethyl)pyridin-2-yl]amino}-1H-pyrazole-4-carbonitrile